4-chloro-1-methyl-2-oxo-6-phenyl-1,2-dihydropyridine-3-carbaldehyde ClC1=C(C(N(C(=C1)C1=CC=CC=C1)C)=O)C=O